O1C(=CC=C1)C(=O)[O-].O1C(=CC=C1)C(=O)[O-].O1C(=CC=C1)C(=O)[O-].[Sc+3] scandium trifurate